bromoallyl-anisole BrC=CCC1=C(C=CC=C1)OC